NC1=NC=NC=2NC3=CC=C(C=C3C21)C(=O)N=[N+]=[N-] 4-amino-9H-pyrimido[4,5-b]indole-6-carbonyl azide